FC=1C=CC=C2C(=NNC12)C(=O)NC(C)C 7-fluoro-N-isopropyl-1H-indazole-3-carboxamide